C(C1=CC=CC=C1)N1CC(CCC1)(O)C([2H])([2H])[2H] 1-benzyl-3-(methyl-d3)piperidin-3-ol